2-(2-propen-1-yl)-1-undecanol C(C=C)C(CO)CCCCCCCCC